5-hydroxy-2-methyl-2-(4-methylpent-3-en-1-yl)-N-nonyl-7-pentyl-2H-chromene-6-carboxamide OC1=C2C=CC(OC2=CC(=C1C(=O)NCCCCCCCCC)CCCCC)(CCC=C(C)C)C